(3-isopropyl-6-methylcyclohex-2-en-1-yl)(octyl)sulfane C(C)(C)C1=CC(C(CC1)C)SCCCCCCCC